2-methylthio-4-chloropyrazolo[1,5-a][1,3,5]Triazine CSC1=NC=2N(C(=N1)Cl)N=CC2